N-((7-(5-(difluoromethyl)-1,3,4-oxadiazol-2-yl)imidazo[1,2-a]pyridin-2-yl)methyl)-1-(oxetan-3-yl)-N-phenylpiperidine-4-carboxamide FC(C1=NN=C(O1)C1=CC=2N(C=C1)C=C(N2)CN(C(=O)C2CCN(CC2)C2COC2)C2=CC=CC=C2)F